[Cl-].C(CCCCCCCCCCCCCCCCC)[N+](C)(CCCCCCCCCCCCCCCCCC)CCCCCCCCCCCCCCCCCC tristearyl-methyl-ammonium chloride